3-((6-((S)-amino(4,4-difluorocyclohexyl)methyl)imidazo[1,2-b][1,2,4]triazin-2-yl)methyl)-5,5-difluoropiperidin-2-one N[C@H](C=1N=C2N(N=C(C=N2)CC2C(NCC(C2)(F)F)=O)C1)C1CCC(CC1)(F)F